(R)-2-((1,4-dioxo-1,4-dihydronaphthalen-2-yl)amino)-3-phenyl-N-(3-bromophenyl)-propionamide O=C1C(=CC(C2=CC=CC=C12)=O)N[C@@H](C(=O)NC1=CC(=CC=C1)Br)CC1=CC=CC=C1